C12CN(CC(N1)C2)C=2C1=CN(C=C1C(=CC2F)F)C2C(NC(CC2)=O)=O 4-(3,6-diazabicyclo[3.1.1]heptane-3-yl)-2-(2,6-dioxopiperidin-3-yl)-5,7-difluoroisoindol